5-(1-(tert-Butyl)-1H-pyrazol-4-yl)pyridin-3-amine C(C)(C)(C)N1N=CC(=C1)C=1C=C(C=NC1)N